N1(C=NC=C1)CCC(=O)O imidazole-1-propanoic acid